FC=1C(=C(C=CC1F)[C@@H]1[C@@H](O[C@@]([C@H]1C)(C(F)(F)F)C)C(=O)NC1=CC([N+](C=C1)=O)C(=O)N)O 4-[[(2R,3R,4S,5S)-3-(3,4-difluoro-2-hydroxy-phenyl)-4,5-dimethyl-5-(trifluoromethyl)tetrahydrofuran-2-carbonyl]amino]-1-oxo-pyridin-1-ium-2-carboxamide